isobutyl-(2S)-methyl-4-(3-methyl-2-oxo-1,3-benzooxazol-6-yl)piperidine-1-carboxamide C(C(C)C)[C@@]1(N(CCC(C1)C1=CC2=C(N(C(O2)=O)C)C=C1)C(=O)N)C